(3-chloro-4-fluorophenyl)-4-fluoro-2,3-dihydrobenzofuran-7-carboxamide hydrochloride Cl.ClC=1C=C(C=CC1F)C1OC2=C(C1)C(=CC=C2C(=O)N)F